C(C)(C)(C)OC(=O)N1CCC(CC1)C=1C=CC2=C(N(C(=N2)C2=CC(=C(C=C2)OC)OC)C(C)C)C1 4-(2-(3,4-Dimethoxyphenyl)-1-isopropyl-1H-benzo[D]imidazol-6-yl)piperidine-1-carboxylic acid tert-butyl ester